(6R,8S)-8-(1-(difluoromethyl)-1H-pyrazol-3-yl)-2-fluoro-8-methyl-N-(5-methyl-6-(pyrimidin-2-yl)pyridin-3-yl)-7,8-dihydro-6H-cyclopenta[e]pyrazolo[1,5-a]pyrimidine-6-carboxamide FC(N1N=C(C=C1)[C@]1(C[C@H](C=2C=NC=3N(C21)N=C(C3)F)C(=O)NC=3C=NC(=C(C3)C)C3=NC=CC=N3)C)F